trifluoromethyl tetrafluoroethyl ether FC(C(F)(F)F)OC(F)(F)F